BrC1=C(C=CC(=C1)F)C=1C(=NN(C1NC1=C(C=CC=C1F)Cl)C)C 4-(2-bromo-4-fluorophenyl)-N-(2-chloro-6-fluorophenyl)-1,3-dimethyl-1H-pyrazole-5-amine